1-[[3-fluoro-4-[5-(trifluoromethyl)-1,2,4-oxadiazol-3-yl]phenyl]methyl]-4-methyl-tetrazol-5-one FC=1C=C(C=CC1C1=NOC(=N1)C(F)(F)F)CN1N=NN(C1=O)C